FC=1C=NC(=NC1)N1CCC(CC1)OC[C@H]1[C@H](CCC=2N1N=C(C2)C(C)C)NS(=O)(=O)C |o1:15,16| rel-N-[(6S,7R)-7-({[1-(5-fluoropyrimidin-2-yl)piperidin-4-yl]oxy}methyl)-2-(propan-2-yl)-4,5,6,7-tetrahydropyrazolo[1,5-a]pyridin-6-yl]methanesulfonamide